(4S)-N-(tert-Butyldimethylsilanyl)azetidine-2-one-4-carboxylic acid [Si](C)(C)(C(C)(C)C)N1C(C[C@H]1C(=O)O)=O